C(C)(C)(C)OC(=O)NCCC(C(=O)O)O 4-((tert-butoxycarbonyl)amino)-2-hydroxybutyric acid